2-((3-(1-(4-cyclopropoxyphenyl)cyclopropyl)-1,2,4-oxadiazol-5-yl)methyl)acrylic acid C1(CC1)OC1=CC=C(C=C1)C1(CC1)C1=NOC(=N1)CC(C(=O)O)=C